2-(methyl-(5-(trifluoromethyl)-[1,1'-biphenyl]-2-yl)amino)-2-oxoacetic acid CN(C(C(=O)O)=O)C1=C(C=C(C=C1)C(F)(F)F)C1=CC=CC=C1